COCC1=CC=C(C=N1)CC(=O)N(C1CCNCC1)C 2-(6-(methoxymethyl)pyridin-3-yl)-N-methyl-N-(piperidin-4-yl)acetamide